N-(4-(methylsulfonyl)but-3-en-2-yl)-4-phenoxy-2-phenylpyrimidine-5-carboxamide CS(=O)(=O)C=CC(C)NC(=O)C=1C(=NC(=NC1)C1=CC=CC=C1)OC1=CC=CC=C1